3-(1-acetylazetidin-3-yl)-1-(5-chloro-3-methylpyridin-2-yl)-4-(4-(trifluoromethyl)-benzyl)piperazine-2,5-dione C(C)(=O)N1CC(C1)C1C(N(CC(N1CC1=CC=C(C=C1)C(F)(F)F)=O)C1=NC=C(C=C1C)Cl)=O